BrCC\C=C/CC (3Z)-1-bromo-3-hexene